methyl 4-methoxy-3-((phenylmethyl)sulfonamido)benzoate COC1=C(C=C(C(=O)OC)C=C1)NS(=O)(=O)CC1=CC=CC=C1